C(#N)[C@H]1N(CSC1)C(CNC(=O)C1=CC=NC2=CC=C(C=C12)N1[C@@H](COC[C@H]1C)C)=O N-(2-((R)-4-Cyanothiazolidin-3-yl)-2-oxoethyl)-6-((3R,5R)-3,5-dimethyl-morpholino)quinoline-4-carboxamide